2-(2,6-bis(benzyloxy)pyridin-3-yl)-5-(6-hydroxy-2-azaspiro[3.3]heptane-2-carbonyl)isoindolin-1-one C(C1=CC=CC=C1)OC1=NC(=CC=C1N1C(C2=CC=C(C=C2C1)C(=O)N1CC2(C1)CC(C2)O)=O)OCC2=CC=CC=C2